C(C)(C)C1N(CCC1)C1=NC=CC=C1C(=O)N 2-(2-isopropylpyrrolidin-1-yl)pyridine-3-carboxamide